5-[4-(2-phenoxyacetylamino)phenyl]-1H-naphtho[1,2-B][1,4]diazepine-2,4(3H,5h)-dione O(C1=CC=CC=C1)CC(=O)NC1=CC=C(C=C1)N1C2=C(NC(CC1=O)=O)C1=CC=CC=C1C=C2